C(C)(=O)OCCCCCC Hexyl acetate